3-(3-chloro-4-fluorophenyl)-5-(trifluoromethyl)-indole ClC=1C=C(C=CC1F)C1=CNC2=CC=C(C=C12)C(F)(F)F